4-(3,5-dimethoxy-4-methyl-phenyl)-3-(indan-2-yloxymethyl)aniline COC=1C=C(C=C(C1C)OC)C1=C(C=C(N)C=C1)COC1CC2=CC=CC=C2C1